N2-tert-butyl-N8-(3,5-dichlorophenyl)-9-(piperidin-4-yl)-9H-purine-2,8-diamine C(C)(C)(C)NC1=NC=C2N=C(N(C2=N1)C1CCNCC1)NC1=CC(=CC(=C1)Cl)Cl